3-Methoxymethyl-1-[4-(2-oxo-2H-pyridin-1-ylmethyl)-benzyl]-1H-pyrazole-4-carboxylic Acid 6-bromo-2-fluoro-3-methoxy-benzylamide BrC1=CC=C(C(=C1CNC(=O)C=1C(=NN(C1)CC1=CC=C(C=C1)CN1C(C=CC=C1)=O)COC)F)OC